NC1=CC=C(C=C1)C(C#N)(C)C (4-aminophenyl)-2-methylpropanenitrile